BrC1=CC(=NC(=C1)N1C=NC=C1)C(=O)NC1CCC(CC1)OCCOC 4-bromo-6-(1H-imidazol-1-yl)-N-((1r,4r)-4-(2-methoxyethoxy)cyclohexyl)pyridinecarboxamide